FC(C1=CC=C(C=C1)C=1N2C(C=3C=CC=CC3C1)=C1C=CC=CC1=N2)(F)F 6-(4-(Trifluoromethyl)phenyl)indazolo[3,2-a]isoquinoline